CC1=C(C=C(C(=O)NCC2=NC=C3C=CC(=NC3=C2)N2C[C@H](CC2)C=2C=NC=CC2)C=C1)S(=O)(=O)C (R)-4-methyl-3-(methylsulfonyl)-N-((2-(3-(pyridin-3-yl)pyrrolidin-1-yl)-1,6-naphthyridin-7-yl)methyl)benzamide